FC=1C(=NC(=NC1)NC1=CC(=CC=C1)N1CCN(CC1)CC(C)O)N1C=C(C2=CC=CC=C12)C(=O)N 1-(5-fluoro-2-{3-[4-(2-hydroxy-propyl)-piperazin-1-yl]-phenylamino}-pyrimidin-4-yl)-1H-indole-3-carboxylic acid amide